ClC1=C(C(=C(N=N1)OC1=C(C(=CC=C1)Cl)F)C(=O)NCC(F)F)C 6-chloro-3-(3-chloro-2-fluorophenoxy)-N-[2,2-difluoroethyl]-5-methylpyridazine-4-carboxamide